METHOXYBENZOATE COC1=CC=CC=C1C(=O)[O-]